ClC(CC(CC(CCCC(OCCCC)OC(CCCC(CC(CC(C)Cl)C)C)OCCCC)C)C)C 8-chloro-4,6-dimethylnonylbutoxymethyl ether